ethyl 4-(2-chloro-3,4-difluorophenyl)-6-(1-(2-(2-ethoxy-2-oxoacetamido)acetyl)piperidin-4-yl)-2-(thiazol-2-yl)-1,4-dihydropyrimidine-5-carboxylate ClC1=C(C=CC(=C1F)F)C1N=C(NC(=C1C(=O)OCC)C1CCN(CC1)C(CNC(C(=O)OCC)=O)=O)C=1SC=CN1